C(C)(=O)OC[C@@H](C(=O)N[C@@H](COC(C)=O)C(=O)OC)N1C(C2=CC=CC(=C2C1)C1=CC=C(C=C1)NC(=O)OC(C)(C)C)=O Methyl N-((S)-3-acetoxy-2-(4-(4-((tert-butoxycarbonyl)amino)phenyl)-1-oxoisoindolin-2-yl)propanoyl)-O-acetyl-L-serinate